1,2,4,5-tetraoxocyclononane O=C1C(CC(C(CCCC1)=O)=O)=O